3-(3,5-dimethylphenyl)-7-fluoro-2-(1-fluoroethyl)-6-iodoquinazolin-4(3H)-one CC=1C=C(C=C(C1)C)N1C(=NC2=CC(=C(C=C2C1=O)I)F)C(C)F